C(CCCCCCCCCCC)(=O)C([C@@H](C(O)C(CCCCCCCCCCC)=O)O)O dilauroyl-sn-glycerol